FC1(CC1)C(=O)N[C@H](C(=O)N1[C@@H](C[C@H](C1)O)C=1NC=C(N1)C(=O)OC)C(C)(C)C methyl 2-[(2S,4R)-1-[(2S)-2-[(1-fluorocyclopropanecarbonyl) amino]-3,3-dimethyl-butyryl]-4-hydroxy-pyrrolidin-2-yl]-1H-imidazole-4-carboxylate